toluyl peroxide C=1(C(=CC=CC1)OOC1=C(C=CC=C1)C)C